2-((1-(2-(3-azabicyclo[3.1.0]hexan-3-yl)-3,6-dimethyl-4-oxo-3,4-dihydroquinazolin-8-yl)propyl)amino)benzoic acid C12CN(CC2C1)C1=NC2=C(C=C(C=C2C(N1C)=O)C)C(CC)NC1=C(C(=O)O)C=CC=C1